The molecule is a branched amino oligosaccharide comprising a linear trisaccharide of beta-D-mannosyl and two N-acetyl-beta-D-glucosaminyl residues all linked in sequence (1->4), to the mannosyl residue of which are (1->3)- and (1->6)-linked two branches consisting of N-acetyl-alpha-neuraminyl, beta-D-galactosyl, N-acetyl-beta-D-glucosaminyl and alpha-D-mannosyl residues linked respectively in (2->3), (1->4), (1->2) and (2->6), (1->4), (1->2) sequences. It has a role as an epitope. It is an amino oligosaccharide and a glucosamine oligosaccharide. CC(=O)N[C@@H]1[C@H](C[C@@](O[C@H]1[C@@H]([C@@H](CO)O)O)(C(=O)O)OC[C@@H]2[C@@H]([C@@H]([C@H]([C@@H](O2)O[C@@H]3[C@H](O[C@H]([C@@H]([C@H]3O)NC(=O)C)O[C@H]4[C@H]([C@@H]([C@H](O[C@@H]4OC[C@@H]5[C@H]([C@@H]([C@@H]([C@@H](O5)O[C@@H]6[C@H](O[C@H]([C@@H]([C@H]6O)NC(=O)C)O[C@@H]7[C@H](O[C@H]([C@@H]([C@H]7O)NC(=O)C)O)CO)CO)O)O[C@@H]8[C@H]([C@H]([C@@H]([C@H](O8)CO)O)O)O[C@H]9[C@@H]([C@H]([C@@H]([C@H](O9)CO)O[C@H]1[C@@H]([C@H]([C@H]([C@H](O1)CO)O)O[C@@]1(C[C@@H]([C@H]([C@@H](O1)[C@@H]([C@@H](CO)O)O)NC(=O)C)O)C(=O)O)O)O)NC(=O)C)O)CO)O)O)CO)O)O)O)O